COC1=CC=C(C=C1)NC(=O)NC1=CC=C(C=C1)C 1-(4-methoxyphenyl)-3-(p-tolyl)urea